N[C@H]1CN(CCC1)C(=O)C1=CC=2N(C=C1)C(=C(N2)C=2N(C1=CC=CC=C1C2)CC2=CC=NC=C2)C (R)-(3-aminopiperidin-1-yl)(3-methyl-2-(1-(pyridin-4-ylmethyl)-1H-indol-2-yl)imidazo[1,2-a]pyridin-7-yl)methanone